C(#N)C=1C=NN(C1)[C@H]1[C@@H](CC1)C=1NC(C2=C(N1)N(N=C2C#N)[C@@H](C)C2CCOCC2)=O 6-((1R,2R)-2-(4-cyano-1H-pyrazol-1-yl)cyclobutyl)-4-oxo-1-((S)-1-(tetrahydro-2H-pyran-4-yl)ethyl)-4,5-dihydro-1H-pyrazolo[3,4-d]pyrimidine-3-carbonitrile